NC1=CC=C(C(=C1C(=O)N(C)C)F)C=1C(=C2C(=NC1)NC[C@]21C[C@H](CC1)N1N=C(C=C1C)C#N)Cl 6-Amino-3-((1R,3S)-4'-chloro-3-(3-cyano-5-methyl-1H-pyrazol-1-yl)-1',2'-dihydrospiro[cyclopentane-1,3'-pyrrolo[2,3-b]pyridin]-5'-yl)-2-fluoro-N,N-dimethylbenzamide